1-(4-((5-(4-hydroxyphenyl)-1H-pyrazol-3-yl)amino)-3-methylphenyl)-3-methylurea OC1=CC=C(C=C1)C1=CC(=NN1)NC1=C(C=C(C=C1)NC(=O)NC)C